methyl 4-(3-(3-(2-hydroxypropan-2-yl)phenylsulfonyl)ureido)-3,5-diisopropylbenzoate palladium-tungsten [W].[Pd].OC(C)(C)C=1C=C(C=CC1)S(=O)(=O)NC(NC1=C(C=C(C(=O)OC)C=C1C(C)C)C(C)C)=O